C(=C)(C)OC(CCCC)=O Isopropenylvalerat